NC1=CC=C(C=N1)[C@H]1N(C[C@@H](CC1)C)C(C(=O)NC=1C=C(C(=NC1)NC(OC(C)(C)C)=O)CC)=O tert-butyl N-[5-[[2-[(2S,5R)-2-(6-amino-3-pyridyl)-5-methyl-1-piperidyl]-2-oxo-acetyl]amino]-3-ethyl-2-pyridyl]carbamate